8-chloro-N-(4-(cyclopentyloxy)-2-methylphenyl)quinolin-2-amine ClC=1C=CC=C2C=CC(=NC12)NC1=C(C=C(C=C1)OC1CCCC1)C